COC=1C=C(C=C2C(=NC=NC12)N[C@H](C)C1=NOC(=N1)C)C1=NC=C(C=N1)C 8-Methoxy-N-[(1R)-1-(5-methyl-1,2,4-oxadiazol-3-yl)ethyl]-6-(5-methylpyrimidin-2-yl)quinazolin-4-amine